2-propan-2-yldisulfanylpropane CC(C)SSC(C)C